P(=O)(OCCCC(OC(C=C)=O)(C1=CC=CC=C1)C1=CC=CC=C1)([O-])[O-] Diphenyl-4-acryloyloxy-butyl phosphate